C(#N)C1=C(OC2=CC=C3N=CC(=NC3=C2)OCC2(CCN(CC2)C(=O)OC(C)(C)C)O)C(=CC=C1F)F tertbutyl 4-[[7-(2-cyano-3,6-difluoro-phenoxy)quinoxalin-2-yl]oxymethyl]-4-hydroxy-piperidine-1-carboxylate